diethyl (5'-methyl-4-(2-methyloctan-2-yl)-2'-(prop-1-en-2-yl)-1',2',3',4'-tetrahydro-[1,1'-biphenyl]-2,6-diyl) bis(benzylphosphonate) C(C1=CC=CC=C1)P(OCC)(OC1=C(C(=CC(=C1)C(C)(CCCCCC)C)OP(OCC)(=O)CC1=CC=CC=C1)C1C(CCC(=C1)C)C(=C)C)=O